(S)-4-(1-methylcyclobutylamino)-2-(tetrahydro-2H-pyran-3-ylamino)pyrimidine-5-carboxamide CC1(CCC1)NC1=NC(=NC=C1C(=O)N)N[C@@H]1COCCC1